O1CCN(CC1)CCCN1N=CC=C1 1-(3-morpholinopropyl)-1H-pyrazol